1-Bromo-2-methyl-3-(trideuteriomethoxy)benzene BrC1=C(C(=CC=C1)OC([2H])([2H])[2H])C